tert-butyl (R)-(1-(1-(difluoromethyl)-1H-pyrazol-3-yl)-2-methylpropyl)carbamate FC(N1N=C(C=C1)[C@@H](C(C)C)NC(OC(C)(C)C)=O)F